3-bromo-6-(3-methyl-3-(methylsulfonyl)but-1-yn-1-yl)pyridin BrC=1C=NC(=CC1)C#CC(C)(S(=O)(=O)C)C